8-bromo-N-[(4-methyl-1H-benzimidazol-2-yl)methyl]-2-(morpholin-4-yl)pyrazolo[1,5-a][1,3,5]triazin-4-amine BrC=1C=NN2C1N=C(N=C2NCC2=NC1=C(N2)C=CC=C1C)N1CCOCC1